BrC1=CC(=C(C=C1)N1C(SC=C1)=O)Cl 3-(4-bromo-2-chlorophenyl)thiazol-2(3H)-one